C(CCCCCCCCCCC)N(CCC(CCN)[2H])CCCCCCCCCCCC N1,N1-Didodecylpentane-1,5-diamine-3-d